1-(5-{[(5-chlorothiophen-2-yl)methyl]amino}-3-[4-(2-cyclopropoxyethyl)piperazin-2-yl]-1H-pyrazol-1-yl)-2,2-dimethylpropan-1-one ClC1=CC=C(S1)CNC1=CC(=NN1C(C(C)(C)C)=O)C1NCCN(C1)CCOC1CC1